NC=1C=C(C=CC1OC)C1=C(C(=O)OC)C=CN=C1 methyl 3-(3-amino-4-methoxyphenyl)isonicotinate